2-(Tert-butyl)-6-isopropyl-5-oxopyrazolo[1,5-a]pyridine C(C)(C)(C)C=1NN2C(=CC(C(=C2)C(C)C)=O)C1